4-methyl-2,3-dihydro-1,4-benzoxazin-7-amine CN1CCOC2=C1C=CC(=C2)N